COC([C@H](NC(CCCO)=O)CC1CCCCC1)=O 3-cyclohexyl-N-(4-hydroxybutyryl)-D-alanine methyl ester